7-Benzylsulfanyl-2,3,3a,4-tetrahydropyrrolo[2,1-c][1,4]benzoxazin-1-one C(C1=CC=CC=C1)SC1=CC2=C(N3C(CO2)CCC3=O)C=C1